[N]C(C(C[C@H](C(F)(F)F)C1=CC(=CC=C1)C(F)(F)F)=O)C=1C=CC(=C(C(=O)NC2=C(C=C(C=C2)F)F)C1)Cl 5-((4S)-1-(λ1-azaneyl)-5,5,5-trifluoro-2-oxo-4-(3-(trifluoromethyl)phenyl)pentyl)-2-chloro-N-(2,4-difluorophenyl)benzamide